NC1=C(C(=CC(=C1)Cl)F)C(C)=O 1-(2-amino-4-chloro-6-fluorophenyl)ethan-1-one